benzo[1,3]dioxol-5-carbaldehyde O1COC2=C1C=CC(=C2)C=O